(2-(4-bromophenyl)-1-fluorovinyl) (phenyl) sulfide C1(=CC=CC=C1)SC(=CC1=CC=C(C=C1)Br)F